ClC1=C(N=C(NC1=O)C1=CC(=NC=C1)F)N1CC=2N(CC1)C(=NN2)C(C)C 5-chloro-2-(2-fluoro-4-pyridinyl)-4-(3-isopropyl-6,8-dihydro-5H-[1,2,4]triazolo[4,3-a]pyrazin-7-yl)-1H-pyrimidin-6-one